CS(=O)(=O)OCCC propyl methansulfonate